tert-Butyl 2-{4-[5-chloro-2-(1H-tetrazol-1-yl)phenyl]-5-methoxy-2-oxopyridin-1(2H)-yl}hexanoate ClC=1C=CC(=C(C1)C1=CC(N(C=C1OC)C(C(=O)OC(C)(C)C)CCCC)=O)N1N=NN=C1